OC1=C(C=CC(=C1)OCCC)C1=NC(=NC(=N1)C1=C(C=C(C=C1)OCCC)O)C1=C(C=C(C=C1)OCCC)O 2,4,6-tris(2-hydroxy-4-propyloxyphenyl)-1,3,5-triazine